ClC1=C(N=C(C=2C(N3[C@@H](COC21)CN(CC3)C(=O)OC(C)(C)C)=O)N3C(CCC3)(C)C)C3=C(C=CC=C3O)F tert-Butyl (6aR)-4-chloro-1-(2,2-dimethylpyrrolidin-1-yl)-3-(2-fluoro-6-hydroxyphenyl)-12-oxo-6a,7,9,10-tetrahydro-6H-pyrazino[2,1-c]pyrido[3,4-f][1,4]oxazepine-8(12H)-carboxylate